N-(4-(4-amino-5-(3-fluoro-4-((5-methylpyrimidin-2-yl)oxy)phenyl)pyrazolo[5,1-f][1,2,4]triazin-6-yl)phenyl)-2-fluoroacrylamide NC1=NC=NN2C1=C(C(=N2)C2=CC=C(C=C2)NC(C(=C)F)=O)C2=CC(=C(C=C2)OC2=NC=C(C=N2)C)F